C(CCCCCCC\C=C/CCCCCCCC)(=O)OCCCCCCC\C=C/CCCCCCCCCCCCCCCCCCCC(=O)O (21Z)-29-(oleoyloxy)nonacos-21-enoic acid